C1(=CC=CC=C1)N1N=CC=2C=NC(=CC21)NC2=NC(=CC(=N2)N2CCNCC2)N2CCCC2 1-phenyl-N-(4-piperazin-1-yl-6-pyrrolidin-1-ylpyrimidin-2-yl)-1H-pyrazolo[4,3-c]pyridin-6-amine